chloro-N-{4-[4-({2-[ethyl(2-hydroxyethyl)amino]ethyl}amino)-3-methyl-1H-pyrazolo[3,4-d]pyrimidin-6-yl]phenyl}-2-fluorobenzenesulfonamide ClC=1C(=C(C=CC1)S(=O)(=O)NC1=CC=C(C=C1)C1=NC(=C2C(=N1)NN=C2C)NCCN(CCO)CC)F